7-((2S,5R)-2,5-diethyl-4-(1-(2-methylthiazolo[5,4-b]pyridin-5-yl)ethyl-2,2,2-d3)piperazin-1-yl)-4-(methyl-d3)-2,4-dihydro-5H-pyrazolo[4,3-b]pyridin-5-one C(C)[C@@H]1N(C[C@H](N(C1)C(C([2H])([2H])[2H])C1=CC=C2C(=N1)SC(=N2)C)CC)C=2C=1C(N(C(C2)=O)C([2H])([2H])[2H])=CNN1